N,N-bis[2-hydroxyethyl]aniline (2R,3R,4R,5R)-5-(6-(benzylamino)-2-chloro-9H-purin-9-yl)-2-(((diethoxyphosphoryl)methoxy)methyl)-3-ethynyltetrahydrofuran-3,4-diyl-diacetate C(C1=CC=CC=C1)NC1=C2N=CN(C2=NC(=N1)Cl)[C@H]1[C@@H]([C@]([C@@H](O1)COCP(=O)(OCC)OCC)(CC(=O)O)C#C)CC(=O)O.OCCN(C1=CC=CC=C1)CCO